2-Oxo-2-[rac-(2R,5S)-2-(2-isopropylindazol-6-yl)-5-methyl-1-piperidyl]acetamide 2,2,2-trifluoroethyl-2-oxo-2-[rac-(2R,5S)-2-(2-isopropylindazol-6-yl)-5-methyl-1-piperidyl]acetate FC(COC(C(N1[C@H](CC[C@@H](C1)C)C=1C=CC2=CN(N=C2C1)C(C)C)=O)=O)(F)F.O=C(C(=O)N)N1[C@H](CC[C@@H](C1)C)C=1C=CC2=CN(N=C2C1)C(C)C |r|